C(C)OC(CC1=CC(=CC2=CC=CC=C12)O[Si](C)(C)C(C)(C)C)=O 2-(3-((tert-Butyldimethylsilyl)oxy)naphthalen-1-yl)acetic acid ethyl ester